7-cyclobutoxy-6-iodo-2-(1-(methoxymethyl)-2-oxabicyclo[2.1.1]hexan-4-yl)imidazo[1,2-a]pyrimidine C1(CCC1)OC1=NC=2N(C=C1I)C=C(N2)C21COC(C2)(C1)COC